ClC1=NC2=CC(=C(C=C2C(=N1)NC1CCS(CC1)(=O)=O)OC)OCCCN1CCCC1 4-((2-chloro-6-methoxy-7-(3-(pyrrolidin-1-yl)propoxy)quinazolin-4-yl)amino)tetrahydro-2H-thiopyran 1,1-dioxide